1-(3-(((tert-butyldimethylsilyl)oxy)methyl)phenyl)-1-(2-(3-((4,6-difluoro-1H-indol-5-yl)oxy)phenyl)-1H-imidazol-5-yl)ethan-1-ol [Si](C)(C)(C(C)(C)C)OCC=1C=C(C=CC1)C(C)(O)C1=CN=C(N1)C1=CC(=CC=C1)OC=1C(=C2C=CNC2=CC1F)F